Pentamethyl-piperidine CC1(C(N(CCC1)C)(C)C)C